ClC=1C=C(C=2N(N1)C=CN2)[C@@H]2[C@H](C2)C=2C=C1C=CC(=NC1=CC2)C(F)(F)F 6-[(1S,2S)-2-(6-chloroimidazo[1,2-b]pyridazin-8-yl)cyclopropyl]-2-(trifluoromethyl)quinoline